tert.-butyl 2-((oxobis(3-(4,4,5,5-tetramethyl-1,3,2-dioxaborolan-2-yl)-5-(trifluoromethyl)phenyl)-λ6-sulfanylidene)amino)acetate O=S(C1=CC(=CC(=C1)C(F)(F)F)B1OC(C(O1)(C)C)(C)C)(C1=CC(=CC(=C1)C(F)(F)F)B1OC(C(O1)(C)C)(C)C)=NCC(=O)OC(C)(C)C